COC1=CC=C(C=2OC=3C=C(C=C(C3C(C2O)=O)O)O)C=C1 4'-O-methylkaempferol